p-butyl-hydroxyanisole C(CCC)C1=CC(=C(C=C1)OC)O